CN(C(OC1=CC=C2C(=C(C(OC2=C1)=O)CC1=C(C(=CC=C1)NS(NC)(=O)=O)Cl)CN(C)C)=O)C 3-(2-chloro-3-((N-methylsulfamoyl)amino)benzyl)-4-((dimethylamino)methyl)-2-oxo-2H-chromen-7-yl dimethylcarbamate